3-(5-fluoropyridin-2-yl)-1-(pyridin-2-ylethynyl)-3-azabicyclo[3.1.0]hexane FC=1C=CC(=NC1)N1CC2(CC2C1)C#CC1=NC=CC=C1